5-(bromomethyl)-4-fluoro-3H-2,1-benzoxaborol-1-ol BrCC=1C=CC2=C(COB2O)C1F